FC(C=1C(=C(C=CC1F)[C@H]1[C@H](O[C@]([C@H]1C)(C(F)(F)F)C)C(=O)OC)OC)F |r| methyl rac-(2S,3S,4S,5R)-3-(3-(difluoromethyl)-4-fluoro-2-methoxyphenyl)-4,5-dimethyl-5-(trifluoromethyl)tetrahydrofuran-2-carboxylate